2,4-dichloro-6-bromo-s-triazine ClC1=NC(=NC(=N1)Cl)Br